(R)-2-(3-(cyclobutyl(hydroxy)(4-methyl-4H-1,2,4-triazol-3-yl)methyl)phenyl)-6-(((1-methylcyclobutyl)amino)methyl)-4-(trifluoromethyl)isoindolin-1-one C1(CCC1)[C@@](C=1C=C(C=CC1)N1C(C2=CC(=CC(=C2C1)C(F)(F)F)CNC1(CCC1)C)=O)(C1=NN=CN1C)O